C(C1=CC=CC=C1)OC1CC(C1)C1=CC=C(C=C1)C(F)(F)F 1-(3-(benzyloxy)cyclobutyl)-4-(trifluoromethyl)benzene